tert-butyl 5-hydroxy-2-oxo-1-{[2-(trimethylsilyl)ethoxy]methyl}-1,2-dihydrospiro[indole-3,4'-piperidine]-1'-carboxylate OC=1C=C2C(=CC1)N(C(C21CCN(CC1)C(=O)OC(C)(C)C)=O)COCC[Si](C)(C)C